C(C1=CC=CC=C1)OC1=C(C=CC=C1)CC(CC1=NNC(O1)=S)O 5-[3-(2-Benzyloxyphenyl)-2-hydroxypropyl]-1,3,4-oxadiazole-2(3H)-thione